tetraethylphosphorus chloride C(C)P(CC)(CC)(CC)Cl